6-methyl-2-((7-methyl-[1,2,4]triazolo[1,5-a]pyridin-6-yl)amino)-8-(tetrahydro-2H-pyran-4-yl)pyrido[2,3-d]pyrimidin-7(8H)-one CC1=CC2=C(N=C(N=C2)NC=2C(=CC=3N(C2)N=CN3)C)N(C1=O)C1CCOCC1